(4-(1-(2,6-dichlorophenyl)azetidin-3-yl)benzyl)-3-methylazetidin-3-ol ClC1=C(C(=CC=C1)Cl)N1CC(C1)C1=CC=C(CN2CC(C2)(O)C)C=C1